NC1=C(C=NC=N1)C=1C=NN(C1)CC1=CC(=CC=C1)C 6-amino-5-(1-(3-methylbenzyl)-1H-pyrazol-4-yl)pyrimidin